C1=C(C=CC=2OC3=C(C21)C=CC=C3)C3=NC(=NC(=N3)C3=CC=2C1=CC=CC=C1C1=CC=CC=C1C2C=C3)C=3C=C(C=CC3)C3=NC2=C(N3C3=CC=CC=C3)C=CC=C2 2-[3-(4-dibenzofuran-2-yl-6-triphenylen-2-yl-1,3,5-triazin-2-yl)phenyl]-1-phenyl-benzimidazol